tert-Butyl-N-[1-[3-(2,6-dioxo-3-piperidyl)-1-methyl-indol-6-yl]-4-piperidyl]carbamate C(C)(C)(C)OC(NC1CCN(CC1)C1=CC=C2C(=CN(C2=C1)C)C1C(NC(CC1)=O)=O)=O